2-(5-(6-chloro-7-fluoro-3-(1H-imidazol-1-yl)-5-methoxy-1-methyl-1H-indol-2-yl)-1H-1,2,4-triazol-3-yl)ethan-1-ol ClC1=C(C=C2C(=C(N(C2=C1F)C)C1=NC(=NN1)CCO)N1C=NC=C1)OC